2,3,4,5,6-pentachlorobenzonitrile ClC1=C(C#N)C(=C(C(=C1Cl)Cl)Cl)Cl